N'-[4,6-Dichloro-5-(2,2,2-trifluoroethyl)pyrimidin-2-yl]-N,N-dimethyl-formamidine ClC1=NC(=NC(=C1CC(F)(F)F)Cl)N=CN(C)C